FC=1C(=C(C(=O)O)C(=CC1C)[N+](=O)[O-])C 3-fluoro-2,4-dimethyl-6-nitro-benzoic acid